6-chloro-2-naphthalenethiol ClC=1C=C2C=CC(=CC2=CC1)S